5-Bromo-2-ethyl-indazole BrC1=CC2=CN(N=C2C=C1)CC